N'-(2-((2,4-dimethoxybenzyl)amino)-8-methoxyquinazolin-4-yl)-2-iodocyclopropane-1-carbohydrazide COC1=C(CNC2=NC3=C(C=CC=C3C(=N2)NNC(=O)C2C(C2)I)OC)C=CC(=C1)OC